C(C)(C)(C)C1=C(C(=CC(=C1)C(F)(F)F)C(C)(C)C)O 2,6-di-tert-butyl-4-trifluoromethylphenol